CC1=C(C=CC=C1)CC1(CCC1)CN 1-{1-[(2-methylphenyl)methyl]cyclobutyl}methanamine